(S)-7-(8-chloronaphthalen-1-yl)-2-((1-methylpyrrolidin-2-yl)methoxy)-5,6,7,8-tetrahydropyrido[3,4-d]pyrimidin-4(3H)-one ClC=1C=CC=C2C=CC=C(C12)N1CC=2N=C(NC(C2CC1)=O)OC[C@H]1N(CCC1)C